N[C@@H](CC(=O)[O-])C(=O)OC(CCCCCCCCCCCCC)=O.[K+] Potassium myristoyl aspartate